CN1C2=C(C=C(C1=O)C(=O)NC1=CC=CC=C1)CCC2C 1,7-Dimethyl-2-oxo-N-phenyl-6,7-dihydro-5H-cyclopenta[b]pyridine-3-carboxamide